1-chloro-3-bromoPropane ClCCCBr